C(C)NN(C(C(CCCCCCCCCCCCCCCC)CC)=O)NCC N,N-diethylaminoethyl-stearamide